4-Methylphenyl 4,6-di-O-acetyl-3-azido-3-deoxy-2-O-methyl-1-thio-β-D-galactopyranoside C(C)(=O)O[C@@H]1[C@@H]([C@H]([C@H](SC2=CC=C(C=C2)C)O[C@@H]1COC(C)=O)OC)N=[N+]=[N-]